C1(=CC=CC=C1)C1=C(C(=NN=N1)C1=C(C=CC=C1)C1=C(C=CC=2OC3=C(C21)C=CC=C3)C3=C(C(=C(C=2C1=CC=CC=C1CC32)C3=CC=CC=C3)C)C)C3=CC=CC=C3 (diphenyltriazinyl)[(phenyldimethylfluorenyl)dibenzofuranyl]benzene